1,1'-dibenzyl-ferrocene C(C1=CC=CC=C1)[C-]1C=CC=C1.[C-]1(C=CC=C1)CC1=CC=CC=C1.[Fe+2]